(R)-2-amino-N-((S)-1-(((S)-5-amino-1-(3-benzyl-1,2,4-oxadiazol-5-yl)pentyl)amino)-3-(4-hydroxy-2,6-xylyl)-1-oxoprop-2-yl)-5-guanidinopentanamide N[C@@H](C(=O)N[C@H](C(=O)N[C@@H](CCCCN)C1=NC(=NO1)CC1=CC=CC=C1)CC1=C(C=C(C=C1C)O)C)CCCNC(=N)N